(S)-(3-(1H-imidazol-4-yl)ethyl-2-methylphenyl)methanol N1C=NC(=C1)CCC=1C(=C(C=CC1)CO)C